ClC1=CC=C(C=C1)\C=C(\C(CC=C)=O)/C1=CC=CC=C1 (E)-1-(4-chlorophenyl)-2-phenylhex-1,5-dien-3-one